N-ethylcarbamic acid methacrylate C(C(=C)C)(=O)O.C(C)NC(O)=O